C(CCC)(=O)OC(C)C(=O)OCCCC 1-butoxycarbonylethyl butanoate